8-Fluoro-N-(4-(2,2,2-trifluoroethyl)cyclohexyl)-5,6-dihydrobenzo[f]imidazo[1,5-d][1,4]oxazepine-10-carboxamide FC1=CC(=CC=2C=3N(CCOC21)C=NC3)C(=O)NC3CCC(CC3)CC(F)(F)F